OC[C@H]1C[C@@H](N(CC1)C(=O)OCCCC)C butyl (2S,4R)-4-(hydroxymethyl)-2-methylpiperidine-1-carboxylate